CCCCCCCC/C=C\C/C=C\C=C\C(CCCC(=O)O)O 5-hydroxy-6e,8z,11z-eicosatrienoic acid